1,1-bis(2-methacryloyloxyethoxy)-[4-methoxy-phenyl]methane C(C(=C)C)(=O)OCCOC(OCCOC(C(=C)C)=O)C1=CC=C(C=C1)OC